(1-(2'-cyano-[1,1'-biphenyl]-4-yl)-2-oxopiperidin-3-yl)-3-(4-(trifluoromethyl)phenyl)urea C(#N)C1=C(C=CC=C1)C1=CC=C(C=C1)N1C(C(CCC1)NC(=O)NC1=CC=C(C=C1)C(F)(F)F)=O